NC[C@@H]([C@@H](C)NC(OC(C)(C)C)=O)C[C@H]1[C@H](C1)CNC(=O)OC(C)(C)C Tert-butyl ((2R,3S)-4-amino-3-(((1S,2S)-2-(((tert-butoxycarbonyl)amino)methyl)cyclopropyl)methyl)butan-2-yl)carbamate